methyl 1-(7-(trifluoromethyl)-1-((2-(trimethylsilyl) ethoxy) methyl)-1H-imidazo[4,5-c]pyridin-4-yl)-1,2,3,6-tetrahydropyridine-4-carboxylate FC(C=1C2=C(C(=NC1)N1CCC(=CC1)C(=O)OC)N=CN2COCC[Si](C)(C)C)(F)F